4-(4'-acetamido-[1,1'-biphenyl]-4-yl)-1H-1,2,3-triazole-5-carboxylic acid C(C)(=O)NC1=CC=C(C=C1)C1=CC=C(C=C1)C=1N=NNC1C(=O)O